[Na].[Na].OC=1C2=CC=CC=C2C(=C2C=CC=CC12)O 9,10-dihydroxyanthracene disodium salt